CC1=C(C(=CC=C1)C)C1=CC(OC2=CC(=CC=C12)O[C@@H](C(=O)O)C)=O (R)-2-((4-(2,6-dimethylphenyl)-2-oxo-2H-chromen-7-yl)oxy)propanoic acid